CN1C=NC=2C=NC=3C(=CC=CC3C21)OC(F)(F)F 1-methyl-6-(trifluoromethoxy)imidazo[4,5-c]Quinoline